(3,4,5-trifluorophenyl)-2,4,5,6,7,8-hexahydro-5,8-epiminocyclohepta[c]pyrazol FC=1C=C(C=C(C1F)F)N1N=C2C(=C1)CC1CCC2N1